1-(2-chloro-4-(4,4,5,5-tetramethyl-1,3,2-dioxaborolan-2-yl)phenyl)-3-methylimidazolidin-2-one ClC1=C(C=CC(=C1)B1OC(C(O1)(C)C)(C)C)N1C(N(CC1)C)=O